C(C1=CC=CC=C1)N1CCN2C(C(C1=O)(F)F)=C1C(=N2)C[C@H](N(C1)C(=O)OC(C)(C)C)C tert-Butyl (3R)-9-benzyl-11,11-difluoro-3-methyl-10-oxo-1,3,4,7,8,9,10,11-octahydro-2H-pyrido[4',3':3,4]pyrazolo[1,5-d][1,4]diazepine-2-carboxylate